NC1=C(C=C(C=N1)C=1C=NC=CC1)O[C@H](C)C=1C=C(C=CC1)NC(C1=CC(=CC=C1)S(=O)(=O)C)=O (R)-N-(3-(1-((6-Amino-[3,3-bipyridin]-5-yl)oxy)ethyl)phenyl)-3-(methylsulfonyl)benzamid